4-cyanophenyl 8-(trans-4-(4-(2-(ethyl(m-tolyl)amino)-2-oxoethyl)-4H-thieno[3,2-b]pyrrole-5-carboxamido)cyclohexane-1-carboxamido)octanoate C(C)N(C(CN1C2=C(C=C1C(=O)N[C@@H]1CC[C@H](CC1)C(=O)NCCCCCCCC(=O)OC1=CC=C(C=C1)C#N)SC=C2)=O)C=2C=C(C=CC2)C